ClS(=O)(=O)C=1C=C2CCN(C2=CC1)C(=O)C=1C=C2CN(CC2=CC1)C(=O)OC(C)(C)C tert-butyl 5-(5-(chlorosulfonyl)indoline-1-carbonyl)isoindoline-2-carboxylate